ClC1=C(C=C(C=C1NS(=O)(=O)C)F)C1=NN(C=C1C1=NC(=NC=C1)NC[C@H](C)NC(OC)=O)C(C)C (S)-Methyl 1-(4-(3-(2-chloro-5-fluoro-3-(methanesulfonamido)phenyl)-1-isopropyl-1H-pyrazol-4-yl)pyrimidin-2-ylamino)propan-2-ylcarbamate